C(C)N1N=NC2=C1C=CC(=C2C)[C@@H](C(C(=O)OC)(C)C)C2=CC=C1CCN(CC1=C2)C(C2=C(C(=CC(=C2C)C)C)C)=O methyl (S)-3-(1-ethyl-4-methyl-1H-benzo[d][1,2,3]triazol-5-yl)-2,2-dimethyl-3-(2-(2,3,5,6-tetramethylbenzoyl)-1,2,3,4-tetrahydroisoquinolin-7-yl)propanoate